nonafluoro-6-iodododecane FC(C(C(C(F)(F)F)(F)F)(F)F)(CC(CCCCCC)I)F